(R)-1-(6-(4-(5-chloro-6-methyl-1H-indazol-4-yl)-3-(2-fluoro-4-(2-methoxyethoxy)phenyl)-5-methyl-1H-pyrazol-1-yl)-2-azaspiro[3.3]hept-2-yl)prop-2-en-1-one ClC=1C(=C2C=NNC2=CC1C)C=1C(=NN(C1C)C1CC2(CN(C2)C(C=C)=O)C1)C1=C(C=C(C=C1)OCCOC)F